acetamidogalacturonic acid C(C)(=O)NC(=O)[C@H](O)[C@@H](O)[C@@H](O)[C@H](O)C(=O)O